3-[(2-chloro-5-fluorophenyl)methoxy]pyridin-2-amine ClC1=C(C=C(C=C1)F)COC=1C(=NC=CC1)N